CNC(C(CCC(C(=O)N)NC(=O)C1=C(N=C(S1)C(F)(F)F)C)=O)=O N6-methyl-2-(4-methyl-2-(trifluoromethyl)thiazole-5-carboxamido)-5-oxohexanediamide